(2S,5R)-N-{[(2R,4S)-4-(1H-pyrazol-1-ylmethyl)-pyrrolidin-2-yl]methyloxy}-7-oxo-6-(sulfooxy)-1,6-diazabicyclo[3.2.1]octane-2-carboxamide N1(N=CC=C1)C[C@H]1C[C@@H](NC1)CONC(=O)[C@H]1N2C(N([C@H](CC1)C2)OS(=O)(=O)O)=O